COC=1C=C2C(=NN(C2=CC1)CC(C(=O)OC(=C)C(F)(F)F)(C)C)C1=CC=CC=C1 3,3,3-Trifluoroprop-1-en-2-yl 3-(5-methoxy-3-phenyl-1H-indazol-1-yl)-2,2-dimethylpropanoate